2,7-bis(di-m-tolylamino)benzo[b]benzo[4,5]thieno[2,3-d]thiophene 5,5-dioxide C1(=CC(=CC=C1)N(C=1C=CC2=C(SC3=C2S(C2=C3C=CC(=C2)N(C=2C=C(C=CC2)C)C=2C=C(C=CC2)C)(=O)=O)C1)C=1C=C(C=CC1)C)C